2-hydroxy-1-{4-[4-(2-Hydroxy-2-methylpropionyl)benzyl]phenyl}-2-methyl-propane-1-one OC(C(=O)C1=CC=C(C=C1)CC1=CC=C(C=C1)C(C(C)(C)O)=O)(C)C